(2R,3S,5S)-4-[[3-(2-fluoro-6-methoxy-phenyl)-5-methyl-5-(trifluoromethyl)tetrahydrofuran-2-carbonyl]amino]pyridine-2-carboxamide FC1=C(C(=CC=C1)OC)[C@H]1[C@@H](O[C@@](C1)(C(F)(F)F)C)C(=O)NC1=CC(=NC=C1)C(=O)N